OC(CCCCCCCCCCCCCC(=O)O)CCC(CCCCCCCCCCCC)O 15,18-Dihydroxytriacontanoic acid